(1R,4R,7R)-(+)-7-bromo-2-(4-methoxybenzyl)-2-azabicyclo[2.2.1]heptane-3,6-dione Br[C@H]1[C@@H]2N(C([C@H]1CC2=O)=O)CC2=CC=C(C=C2)OC